N5-cyclopropyl-N3-methyl-2-oxo-1,2-dihydropyridine-3,5-dicarboxamide C1(CC1)NC(=O)C=1C=C(C(NC1)=O)C(=O)NC